C(#C)C1=CC(=C(C(=N1)C)C1=C(C2=C(N=CN=C2C)N1C)C1=CC[C@H](CC1)C(=O)N1[C@@H](CCC1)C#N)C (S)-1-((S)-4-(6-(6-ethynyl-2,4-dimethylpyridin-3-yl)-4,7-dimethyl-7H-pyrrolo[2,3-d]pyrimidin-5-yl)cyclohex-3-ene-1-carbonyl)pyrrolidine-2-carbonitrile